(Z)-2-((dimethylamino)methylene)-4,4-diethoxy-3-oxobutanoic acid ethyl ester C(C)OC(\C(\C(C(OCC)OCC)=O)=C/N(C)C)=O